Ethyl (E)-3-(5-(3-(1-(6-(((benzyloxy)carbonyl)(methyl)amino)-1-(3-bromophenyl)-3,3-dimethylhexyl)-1H-pyrazol-3-yl)-4-fluorophenoxy)-6-fluoro-1-tosyl-1H-indol-4-yl)acrylate C(C1=CC=CC=C1)OC(=O)N(CCCC(CC(C1=CC(=CC=C1)Br)N1N=C(C=C1)C=1C=C(OC=2C(=C3C=CN(C3=CC2F)S(=O)(=O)C2=CC=C(C)C=C2)/C=C/C(=O)OCC)C=CC1F)(C)C)C